C(C)(=O)NC=1C=CC(=NC1)C=1N=NN(C1NC(OC(C)C=1C(=NC(=CC1)F)Cl)=O)C 1-(2-chloro-6-fluoropyridin-3-yl)ethyl (4-(5-acetamidopyridin-2-yl)-1-methyl-1H-1,2,3-triazol-5-yl)carbamate